O(C1=CC=CC=C1)C1=CC=C(C=C1)C(CSC#N)O 1-(4-phenoxyphenyl)-2-thiocyano-1-ethanol